C(CCCCCCCCCCCCCCCCC=CCCCCCCCCCCC)(=O)O 18-Triacontenoic acid